(R)-4-ethyl-3,4-dihydro-2H-benzo[b][1,4,5]oxathiazepine C(C)[C@@H]1CNSC2=C(O1)C=CC=C2